C(CCCCCCCCC)(=O)OCCCCCCCC(OCCC(OC(OCCN(C)C)=O)CCCCCCCCCCCC)=O 8-dodecyl-2-methyl-6,12-dioxo-5,7,11-trioxa-2-aza-nonadec-19-yl decanoate